ClC1=C(C=C(CNC2=C(NC=C2)C(=O)OCC)C=C1)C1N(CCC1)C Ethyl 3-((4-chloro-3-(1-methylpyrrolidin-2-yl) benzyl) amino)-1H-pyrrole-2-carboxylate